Cl.N1=CC=C(C=C1)C(=N)N 4-pyridineformamidine hydrochloride